13-hydroxytridecyl linoleate C(CCCCCCC\C=C/C\C=C/CCCCC)(=O)OCCCCCCCCCCCCCO